4-((2-chloro-5-methoxypyridin-3-yl)(hydroxy)methyl)-4-methylpiperidine-1-carboxylic acid tert-butyl ester C(C)(C)(C)OC(=O)N1CCC(CC1)(C)C(O)C=1C(=NC=C(C1)OC)Cl